C[C@@H]1C[C@@H]([C@H]([C@H](O1)OP(=O)([O-])OP(=O)([O-])OC[C@@H]2[C@H](C[C@@H](O2)N3C=C(C(=O)NC3=O)C)O)O)[NH3+] The molecule is a nucleotide-sugar oxoanion that is the conjugate base of dTDP-3-amino-3,4,6-trideoxy-alpha-D-glucose, arising from deprotonation of the diphosphate group and protonation of the amino group.